2-(difluoromethoxy)-N-[[4-[5-(trifluoromethyl)-1,2,4-oxadiazol-3-yl]phenyl]methyl]propanamide FC(OC(C(=O)NCC1=CC=C(C=C1)C1=NOC(=N1)C(F)(F)F)C)F